C1([N-]CC2=CC=CC=C12)=O Isoindolidone